1,1,3-tris-(2-methyl-4-hydroxy-5-tertiary butylphenyl)butane CC1=C(C=C(C(=C1)O)C(C)(C)C)C(CC(C)C1=C(C=C(C(=C1)C(C)(C)C)O)C)C1=C(C=C(C(=C1)C(C)(C)C)O)C